O1CCN(CC1)CCCCOC1=C2C=C3C(=CC2=C(C=2C(OCC21)=O)C2=CC1=C(OCO1)C=C2)OCO3 4-(4-morpholinobutoxy)-9-(benzo[d][1,3]dioxol-5-yl)-6,7-methylenedioxynaphtho[2,3-c]furan-1(3H)-one